C(C1=CC=CC=C1)OC1=C(C=C2C(=NC(=NC2=C1)Cl)NC1CCN(CC1)C(C)C)OC 7-benzyloxy-2-chloro-N-(1-isopropylpiperidin-4-yl)-6-methoxy-quinazolin-4-amine